1-amino-decane-1,1-diphosphonic acid NC(CCCCCCCCC)(P(O)(=O)O)P(O)(=O)O